4-(5-acetyl-2-(2,4-difluorophenoxy)phenyl)-6-methyl-7-oxo-6,7-dihydrothieno[2,3-c]pyridine-2-carboxylate C(C)(=O)C=1C=CC(=C(C1)C=1C2=C(C(N(C1)C)=O)SC(=C2)C(=O)[O-])OC2=C(C=C(C=C2)F)F